N,N'-bis[4-(carbazole-9-yl)phenyl]-N,N'-diphenyl-9,9-dimethylfluorene-2,7-diamine C1=CC=CC=2C3=CC=CC=C3N(C12)C1=CC=C(C=C1)N(C1=CC=2C(C3=CC(=CC=C3C2C=C1)N(C1=CC=CC=C1)C1=CC=C(C=C1)N1C2=CC=CC=C2C=2C=CC=CC12)(C)C)C1=CC=CC=C1